NCCCCCCCCCCSSCCCN1CCCNCCNCCCNCC1 8-[3-((aminodecyl)disulfanyl)propyl]-1,4,8,11-tetraazacyclotetradecane